2,4,7,9-tetramethyl-5-dodecene-4,7-diol CC(C)CC(C=CC(CC(CCC)C)(O)C)(O)C